(S)-N-(5-(2-(2-aminopyridin-3-yl)-5-(1H-pyrazol-1-yl)-3H-imidazo[4,5-b]pyridin-3-yl)-2,3-dihydro-1H-inden-1-yl)-1H-benzo[d]imidazole-5-carboxamide NC1=NC=CC=C1C1=NC=2C(=NC(=CC2)N2N=CC=C2)N1C=1C=C2CC[C@@H](C2=CC1)NC(=O)C1=CC2=C(NC=N2)C=C1